C1(CCCCC1)[C@H](O)[C@H]1N2C(C3=CC=CC=C13)=CN=C2 (S)-cyclohexyl-((S)-5H-imidazo[5,1-a]isoindol-5-yl)methanol